C(CCC/C=C\\CC1C(O1)CCCCCO)CCCC(=O)O The molecule is an octadecanoid that is 12,13-epoxy-(9Z)-octadecenoic acid carrying an additional hydroxy substituent at position 18. It is an omega-hydroxy fatty acid, an epoxy fatty acid and an octadecanoid. It derives from a linoleic acid. It is a conjugate acid of a 12,13-epoxy-18-hydroxy-(9Z)-octadecenoate.